3-(1,1-difluoroethyl)-8-fluoro-7-(hydroxymethyl)-1H-quinoxalin-2-one FC(C)(F)C=1C(NC2=C(C(=CC=C2N1)CO)F)=O